Cl.NCC=1C=2C=CC(=CC2CCC1)N(C1=CC=CC=C1)C 5-(aminomethyl)-N-methyl-N-phenyl-7,8-dihydro-naphthalen-2-amine, hydrochloride